tert-butyl (2S,4S)-2-(2-(3-((tert-butyldimethylsilyl)oxy)propoxy)-4-(methoxycarbonyl)phenyl)-4-hydroxypiperidine-1-carboxylate [Si](C)(C)(C(C)(C)C)OCCCOC1=C(C=CC(=C1)C(=O)OC)[C@H]1N(CC[C@@H](C1)O)C(=O)OC(C)(C)C